N1=C(C=CC=C1)SS[C@H]1[C@@H](COC1)O |r| trans-(3RS,4RS)-4-(2-pyridyldithio)tetrahydrofuran-3-ol